4-(((4-((1R,5S)-3,8-diazabicyclo[3.2.1]octan-3-yl)-6-(((2R,7aS)-2-fluorotetrahydro-1H-pyrrolizin-7a(5H)-yl)methoxy)-1,3,5-triazin-2-yl)oxy)methyl)-5,6-difluoronaphthalen-2-ol [C@H]12CN(C[C@H](CC1)N2)C2=NC(=NC(=N2)OC[C@]21CCCN1C[C@@H](C2)F)OCC2=CC(=CC1=CC=C(C(=C21)F)F)O